dihydroxytetraphenyl-methane OC=1C(=C(C=CC1)C(C1=CC=CC=C1)(C1=CC=CC=C1)C1=CC=CC=C1)O